(E)-5-amino-6-((4-((2-amino-6-bromo-4-carbamoylphenyl)amino)but-2-en-1-yl)amino)nicotinamide NC=1C(=NC=C(C(=O)N)C1)NC\C=C\CNC1=C(C=C(C=C1Br)C(N)=O)N